N-[1-(5-chloro-3-methylpyrazin-2-yl)ethyl]-2-(5,6-difluoro-2-oxo-1,4-dihydroquinazolin-3-yl)acetamide ClC=1N=C(C(=NC1)C(C)NC(CN1C(NC2=CC=C(C(=C2C1)F)F)=O)=O)C